CN(C=1C(=CC2=CN(N=C2C1)CCC(C)(C)O)NC(C1=CC(=CC=C1)[N+](=O)[O-])=O)C N-(6-(dimethylamino)-2-(3-hydroxy-3-methylbutyl)-2H-indazol-5-yl)-3-nitrobenzamide